COC1CN(C1)C=1C(=C(C=CC1)O)[N+](=O)[O-] 3-methoxyazetidin-1-yl-2-nitrophenol